C(C)(=O)N(C=1C=2N=CN([C@H]3[C@H](OC(C)=O)[C@H](OC(C)=O)[C@@H](COC(C)=O)O3)C2N=CN1)CC=C(C)C N6-acetyl-2',3',5'-tri-O-acetyl-N6-(3-methylbut-2-enyl)adenosine